CC1=CC=C(C(=O)OC)C=C1 4-methyl-benzoic acid, methyl ester